4-(((6-((azetidin-3-ylmethyl)amino)pyridin-2-yl)oxy)methyl)-3-fluorobenzonitrile trifluoroacetic acid salt FC(C(=O)O)(F)F.N1CC(C1)CNC1=CC=CC(=N1)OCC1=C(C=C(C#N)C=C1)F